8-fluoro-7-methoxy-1-[(4-methylsulfanylphenyl)methyl]-3H-imidazo[4,5-c]quinolin-2-one FC1=CC=2C3=C(C=NC2C=C1OC)NC(N3CC3=CC=C(C=C3)SC)=O